10-methoxy-N-(5-methoxypyridin-2-yl)-7-thia-2,5-diazatricyclo[6.4.0.02,6]dodeca-1(12),3,5,8,10-pentaene-4-carboxamide COC=1C=C2SC3=NC(=CN3C2=CC1)C(=O)NC1=NC=C(C=C1)OC